1-cyclohexyl-(2-morpholinoethyl)carbodiimide tosylate S(=O)(=O)(O)C1=CC=C(C)C=C1.C1(CCCCC1)N=C=NCCN1CCOCC1